gamma-glutamylaniline N[C@@H](CCC(=O)NC1=CC=CC=C1)C(=O)O